C(C(C)C)OC(=O)NCCCCCC(=O)O 6-((i-butoxycarbonyl)-amino)hexanoic acid